acryloyloxyethyl-phenyl-phosphoric acid C(C=C)(=O)OCCC1=C(C=CC=C1)OP(O)(O)=O